[(E)-3-phenylprop-2-enyl] (E)-3-(3,4-dihydroxyphenyl)prop-2-enoate OC=1C=C(C=CC1O)/C=C/C(=O)OC\C=C\C1=CC=CC=C1